FC=1C(=CC(=C(C(=O)NC2=CC3=C(N=C(S3)C)C=C2)C1)O[C@H](C(F)(F)F)C)N1N=C2N(CCCC2)C1=O 5-fluoro-N-(2-methyl-1,3-benzothiazol-6-yl)-4-(3-oxo-5,6,7,8-tetrahydro[1,2,4]triazolo[4,3-a]-pyridin-2(3H)-yl)-2-{[(2S)-1,1,1-trifluoropropan-2-yl]oxy}benzamide